N-((S)-2-cyano-1-(4-(ethylsulfonyl)phenyl)ethyl)-4-((3'R,6'S)-6'-((difluoromethoxy)methyl)-4-(trifluoromethyl)-(1,3'-bipiperidin)-1'-yl)benzamide C(#N)C[C@@H](C1=CC=C(C=C1)S(=O)(=O)CC)NC(C1=CC=C(C=C1)N1C[C@@H](CC[C@H]1COC(F)F)N1CCC(CC1)C(F)(F)F)=O